1-Hexyl-3-Methylpyrrolidinium fluorid [F-].C(CCCCC)[NH+]1CC(CC1)C